N1C[C@@H](CCC1)NC1=NN=C(C2=CC=CC=C12)C1=C(C=C(C=C1)OC(F)(F)F)O (R)-2-(4-(piperidin-3-ylamino)phthalazin-1-yl)-5-(trifluoromethoxy)phenol